(Z,Z,Z)-9,12,15-octadecatrienol C(CCCCCCC\C=C/C\C=C/C\C=C/CC)O